CC(CC1=CC=CC=C1)(CC(C)C)NC(=O)C=1C=C2C(=NC1)NC(=C2)C N-(2,4-dimethyl-1-phenylpentan-2-yl)-2-methyl-1H-pyrrolo[2,3-b]pyridine-5-carboxamide